C(C)(CC)[SiH](OCC)C sec-butylmethylethoxysilane